N-[(1'S,15R)-6,20-difluorospiro[8-oxa-11,22-diazatetracyclo[15.3.1.110,14.02,7]docosa-1(20),2,4,6,10,12,14(22),17(21),18-nonaene-15,3'-cyclopentane]-1'-yl]methanesulfonamide FC=1C=CC=C2C3=C(C=CC(C[C@]4(C[C@H](CC4)NS(=O)(=O)C)C=4C=CN=C(COC12)N4)=C3)F